C1=CN(C(=O)N=C1N)[C@H]2[C@@H]([C@@H]([C@H](O2)COP(=O)([O-])O[C@@H]3[C@H](O[C@H]([C@@H]3O)N4C=NC5=C4N=C(NC5=O)N)CO)O)O The molecule is an organophosphate oxoanion that is the conjugate base of guanylyl-(3'->5')-cytidine, obtained by deprotonation of the phosphate group. It is a conjugate base of a guanylyl-(3'->5')-cytidine.